2-(8-chloro-2-methylimidazo[1,2-a]pyridin-6-yl)-7-[(3R)-3-methyl-4-(propan-2-yl)piperazin-1-yl]-4H-pyrido[1,2-a]pyrimidin-4-one ClC=1C=2N(C=C(C1)C=1N=C3N(C(C1)=O)C=C(C=C3)N3C[C@H](N(CC3)C(C)C)C)C=C(N2)C